3-[[2-(methacryloyloxy)ethyl]dimethylammonio]propane C(C(=C)C)(=O)OCC[N+](CCC)(C)C